C(C)(C)(C)OC(=O)N1[C@H](CC[C@@H](C1)C)C1=CC=C(C=C1)O.C(C1=CC=CC=C1)OC1=CC=C(C=C1)[C@@H]1N(C[C@H](CC1)C)C(=O)OC(C)(C)C |r| tert-Butyl rac-(2R,5S)-2-(4-benzyloxyphenyl)-5-methyl-piperidine-1-carboxylate tert-Butyl-rac-(2R,5S)-2-(4-hydroxyphenyl)-5-methyl-piperidine-1-carboxylate